4-Chloro-6-(1-isopropyl-1H-pyrazol-3-yl)-2-(1-methyl-1H-imidazol-2-yl)-5-phenylpyrrolo[2,1-f][1,2,4]triazine ClC1=NC(=NN2C1=C(C(=C2)C2=NN(C=C2)C(C)C)C2=CC=CC=C2)C=2N(C=CN2)C